N-[(E)-[(2,6-dichlorophenyl)-(7,7-difluoro-3-azabicyclo[4.1.0]heptan-3-yl)methylene]amino]-4-methyl-benzenesulfonamide ClC1=C(C(=CC=C1)Cl)/C(/N1CC2C(C2CC1)(F)F)=N\NS(=O)(=O)C1=CC=C(C=C1)C